OC(C(S(=O)(=O)O)C)C 2-hydroxy-methylpropanesulfonic acid